{2-[5-(2-chloropyrimidin-4-yl)-4-(2-fluoro-3-{[(prop-2-en-1-yloxy)carbonyl]amino}phenyl)-1,3-thiazol-2-yl]-2-methylpropyl}carbamate ClC1=NC=CC(=N1)C1=C(N=C(S1)C(CNC([O-])=O)(C)C)C1=C(C(=CC=C1)NC(=O)OCC=C)F